[N+](=O)([O-])C1=C(C=CC=C1)S(=O)(=O)NC1=CC=CC=C1 2-NITRO-N-PHENYLBENZENESULFONAMIDE